ClC=1C=NC=CC1C1C(OC(O1)(C)C)CO (5-(3-chloropyridin-4-yl)-2,2-dimethyl-1,3-dioxolan-4-yl)methanol